(S)-8-(4-benzyl-1-(p-tolyl)-4,5-dihydro-1H-imidazol-2-yl)quinoline C(C1=CC=CC=C1)[C@@H]1N=C(N(C1)C1=CC=C(C=C1)C)C=1C=CC=C2C=CC=NC12